3-((7,8-dimethoxy-1H-imidazo[4,5-c]quinolin-1-yl)methyl)benzenesulfonamide COC=1C(=CC=2C3=C(C=NC2C1)N=CN3CC=3C=C(C=CC3)S(=O)(=O)N)OC